C(C1=CC=CC=C1)N1CC2=CN=C(C=C2C(C1=O)C)Cl 2-benzyl-6-chloro-4-methyl-1,4-dihydro-2,7-naphthyridin-3-one